OC=1C2=C(N=C(N1)NC(=O)OC)C(=NN2CC2=C(C=C(C(=O)OC)C=C2)OC)I methyl 4-((7-hydroxy-3-iodo-5-((methoxycarbonyl)-amino)-1H-pyrazolo[4,3-d]pyrimidin-1-yl)methyl)-3-methoxybenzoate